S1C=NC2=C1C=C(C=C2)\C=C\2/N=C(NC2=O)NCC2=CC=CC=C2 (4Z)-4-(1,3-Benzothiazol-6-ylmethylene)-2-(benzylamino)-1H-imidazol-5-one